C1(CC1)COC=1C=CC=2N(C1)N=C(N2)N 6-(cyclopropylmethoxy)-[1,2,4]triazolo[1,5-a]pyridin-2-amine